C(N(C(C1=CC=C(C=C1)CN1C=NC=CC1=O)=O)C([2H])([2H])[2H])([2H])([2H])[2H] N,N-bis(methyl-d3)-4-((6-oxopyrimidin-1(6H)-yl)methyl)benzamide